(3-amino-2,4-difluorophenyl)(5-(4-chlorophenyl)-1H-pyrrolo[2,3-b]pyridin-3-yl)methanone NC=1C(=C(C=CC1F)C(=O)C1=CNC2=NC=C(C=C21)C2=CC=C(C=C2)Cl)F